6-(5-((S)-1-(3,5-bis(trifluoromethyl)benzamido)ethyl)-3-methyl-1H-1,2,4-triazol-1-yl)-N-(ethyl(methyl)(oxo)-λ6-sulfaneylidene)pyrimidine-4-carboxamide FC(C=1C=C(C(=O)N[C@@H](C)C2=NC(=NN2C2=CC(=NC=N2)C(=O)N=S(=O)(C)CC)C)C=C(C1)C(F)(F)F)(F)F